(rac)-benzyl trans-3-azido-1-(N-(2-((tert-butoxycarbonyl)amino)ethyl)sulfamoyl)-4-(3-(4,4,5,5-tetramethyl-1,3,2-dioxaborolan-2-yl)propyl)pyrrolidine-3-carboxylate N(=[N+]=[N-])[C@@]1(CN(C[C@H]1CCCB1OC(C(O1)(C)C)(C)C)S(NCCNC(=O)OC(C)(C)C)(=O)=O)C(=O)OCC1=CC=CC=C1 |r|